ClC1=NC=CC2=CC=C(C=C12)C(=O)O 1-chloroisoquinoline-7-carboxylic acid